N-(1-(5-amino-2-fluoro-3-(trifluoromethyl)phenyl)ethyl)-6-(2-cyclopropoxyethyloxy)-7-methoxy-2-methyl-quinazolin-4-amine NC=1C=C(C(=C(C1)C(C)NC1=NC(=NC2=CC(=C(C=C12)OCCOC1CC1)OC)C)F)C(F)(F)F